[4-(2,6-difluorophenoxy)phenyl]boronic acid FC1=C(OC2=CC=C(C=C2)B(O)O)C(=CC=C1)F